C(C=C)(=O)OCCCCCCCCOCCC Propoxyoctyl acrylate